C(C)(C)(C)C=1C=NN(C1)C1=C(C(=O)OC)C=C(C=C1)[N+](=O)[O-] Methyl 2-(4-tert-butyl-1H-pyrazol-1-yl)-5-nitrobenzoate